NC1=CC(=NC(=N1)C(F)F)NC1=C(C(=O)NCC=2N=COC2)C(=CC=N1)NC(C)C ((6-amino-2-(difluoromethyl)pyrimidin-4-yl)amino)-4-(isopropylamino)-N-(oxazol-4-ylmethyl)nicotinamide